N-(3-((5-(4-bromo-3-(dimethylamino)phenyl)-2-((1-methyl-1H-pyrazol-4-yl)amino)pyrimidin-4-yl)amino)-4-fluorophenyl)acrylamide BrC1=C(C=C(C=C1)C=1C(=NC(=NC1)NC=1C=NN(C1)C)NC=1C=C(C=CC1F)NC(C=C)=O)N(C)C